CCCCCCCCCCCCCCCC(=O)OC[C@H](COC(=O)CCCCCCC/C=C\\CCCCCCCC)OC(=O)CCCCCCC/C=C\\CCCCCCCC The molecule is the R-enantiomer of 1,2-dioleoyl-3-palmitoylglycerol. It has a role as a mouse metabolite. It is a 1,2-dioleoyl-3-palmitoylglycerol and a triacyl-sn-glycerol. It is an enantiomer of a 1,2-dioleoyl-3-palmitoyl-sn-glycerol.